CN(C(=O)C1=C(C=C(C=C1)C1=CNC2=NC=C(N=C21)C2=CC(=C1CCN(CC1=C2)CCC(=O)O)C)C)C 3-(7-(7-(4-(dimethylcarbamoyl)-3-methylphenyl)-5H-pyrrolo[2,3-b]pyrazin-2-yl)-5-methyl-3,4-dihydroisoquinolin-2(1H)-yl)propionic acid